O(S(=O)(=O)C(F)(F)F)C=1C=CC2=C(N(C([C@H](CC2)NC(=O)C2=NNC(=N2)CC2=CC=CC=C2)=O)C)N1 (S)-7-(5-benzyl-1H-1,2,4-triazole-3-carboxamido)-9-methyl-8-oxo-6,7,8,9-tetrahydro-5H-pyrido[2,3-b]azepin-2-yl triflate